FC1=CC=C(C=C1)C(CCC(=O)O)C1=C(C=CC=C1)F 4-(4-fluorophenyl)-4-(2-fluorophenyl)butyric acid